6-fluoro-2,10-dimethyl-7-(6-(3-(piperidin-1-yl)propoxy)pyridin-3-yl)-9,10-dihydro-8-oxa-2,4,10a-triazanaphtho[2,1,8-cde]Azulene-1(2H)-one FC=1C=C2N=CC=3N(C(N4C(COC(=C2C34)C1C=1C=NC(=CC1)OCCCN1CCCCC1)C)=O)C